2-{6-[(3aS,7aR)-5-Methyloctahydro-1H-pyrrolo[3,2-c]pyridin-1-yl][1,3]thiazolo[4,5-c]pyridazin-3-yl}-5-(1H-pyrazol-4-yl)phenol CN1C[C@H]2[C@@H](CC1)N(CC2)C=2SC1=C(N=NC(=C1)C1=C(C=C(C=C1)C=1C=NNC1)O)N2